[N-]=C=O.CC1=CC=CC=C1.CC1=CC=CC=C1 ditoluene isocyanate